tert-butyl 4,4-dimethyl-[1,3'-bipiperidine]-1'-carboxylate CC1(CCN(CC1)C1CN(CCC1)C(=O)OC(C)(C)C)C